9-methoxy-12-azatricyclo[6.3.1.02,7]dodeca-2,4,6-triene hydrochloride Cl.COC1C2C3=CC=CC=C3C(CC1)N2